C(C)(C)(C)OC(NCCOCCOCCOCCOCCO)=O [2-(2-{2-[2-(2-hydroxy-ethoxy)-ethoxy]-ethoxy}-ethoxy)-ethyl]-carbamic acid tert-butyl ester